CCC/C=C/C(=O)O 2E-hexenoic acid